Azolo[1,5-a]pyridine-5-carboxamide C=1C=CN2C1C=CC=C2C(=O)N